ClC1=C(C=C(C(=C1)F)OC)C1=CC=2N(C(N(C(C2S1)=O)C=1C2=C(C=NC1)N=NN2C)=O)CCC#N 3-(6-(2-chloro-4-fluoro-5-methoxyphenyl)-3-(1-methyl-1H-[1,2,3]triazolo[4,5-c]pyridin-7-yl)-2,4-dioxo-3,4-dihydrothieno[3,2-d]pyrimidin-1(2H)-yl)propionitrile